ClC1=NC=C(C(=C1)N1C(C=C(C=C1C)OCC1=NC=C(C=C1F)F)=O)CC 2'-chloro-4-[(3,5-difluoropyridin-2-yl)methoxy]-5'-ethyl-6-methyl-[1,4'-bipyridin]-2-one